[Kr].C(C#C)C1CNC1 3-(prop-2-yn-1-yl)azetidine Krypton